OC[C@H]1[C@@H](C1)CNC(C1=CC=C(C=C1)NC1=NC=C(C(=N1)NCC=1C(=NC=CC1)N(S(=O)(=O)C)C)C(F)(F)F)=O N-{[(1R,2R)-2-(hydroxymethyl)cyclopropyl]methyl}-4-({4-[({2-[methyl(methylsulfonyl)amino]pyridin-3-yl}methyl)amino]-5-(trifluoromethyl)pyrimidin-2-yl}amino)benzamide